B(O)(O)OC(C)(CC(C)(O)C)C (2,4-dimethyl-2,4-pentanediol) borate